C(ON1C(CCC1=O)=O)(OC1C(CC1)C1=CC=CC=C1)=O 2,5-dioxopyrrolidin-1-yl (2-phenylcyclobutyl) carbonate